2-chloro-6-cyclopropyl-4-[4-fluoro-2-(5-methyltriazol-1-yl)phenyl]pyridine ClC1=NC(=CC(=C1)C1=C(C=C(C=C1)F)N1N=NC=C1C)C1CC1